(E)-N-cinnamyl-N-methylbenzenesulfonamide C(\C=C\C1=CC=CC=C1)N(S(=O)(=O)C1=CC=CC=C1)C